Holmium(III) oxalate C(C(=O)[O-])(=O)[O-].[Ho+3].C(C(=O)[O-])(=O)[O-].C(C(=O)[O-])(=O)[O-].[Ho+3]